C(C)OC(=O)C=1C(=NC(=NC1)SC)NN(C(C)C)C(=O)OC(C)(C)C 4-(2-(tert-Butoxycarbonyl)-2-isopropylhydrazino)-2-methylsulfanyl-pyrimidine-5-carboxylic acid ethyl ester